1-(5-phenylpyrazolo[1,5-a]pyrimidin-7-yl)pyrrolidin-3-ol C1(=CC=CC=C1)C1=NC=2N(C(=C1)N1CC(CC1)O)N=CC2